C(C1=CC=CC=C1)OCC1(CCCCC1)C(=O)NC1=C(C=C(C(=C1)OC)Br)I (benzyloxymethyl)-N-(4-bromo-2-iodo-5-methoxy-phenyl)cyclohexanecarboxamide